CN1C[C@@H](OCC1)CN1N=CC(=C1)N 1-{[(2R)-4-methylmorpholin-2-yl]methyl}-1H-pyrazol-4-amine